5-(methoxy-d3)pyridin C(OC=1C=CC=NC1)([2H])([2H])[2H]